3-methyl-2-[3-(5-oxopentyloxy)isoxazol-5-yl]butyric acid CC(C(C(=O)O)C1=CC(=NO1)OCCCCC=O)C